Nitrophenyl-glycine [N+](=O)([O-])N(CC(=O)O)C1=CC=CC=C1